FC1(CCC(CC1)N(C=1C(=C(C(=O)NCC=2C(NC(=CC2SC)C)=O)C=CC1)C)CC)F 3-((4,4-difluorocyclohexyl)(ethyl)amino)-2-methyl-N-((6-methyl-4-(methylthio)-2-oxo-1,2-dihydropyridin-3-yl)methyl)benzamide